(2R)-2-methyl-4-(3-methyl-2-oxo-1,3-benzoxazol-6-yl)-N-(4-phenylbutyl)piperazine-1-carboxamide C[C@H]1N(CCN(C1)C1=CC2=C(N(C(O2)=O)C)C=C1)C(=O)NCCCCC1=CC=CC=C1